7-(3-((quinoxalin-6-ylmethyl)amino)pyridin-4-yl)-4,7-diazaspiro[2.5]octane-4-carboxylate N1=CC=NC2=CC(=CC=C12)CNC=1C=NC=CC1N1CCN(C2(CC2)C1)C(=O)[O-]